4-{[4-(3-aminoazetidin-1-yl)-butyl]amino}-5-chloro-2-fluoro-N-1,2,4-thiadiazol-5-ylbenzenesulfonamide NC1CN(C1)CCCCNC1=CC(=C(C=C1Cl)S(=O)(=O)NC1=NC=NS1)F